3-methylene-5-(2,6,6-trimethylcyclohex-1-en-1-yl)pentan-2-ol C=C(C(C)O)CCC1=C(CCCC1(C)C)C